4-(1-(2,4-difluorophenyl)ethyl)piperidine-4-carbonitrile hydrochloride Cl.FC1=C(C=CC(=C1)F)C(C)C1(CCNCC1)C#N